COC([C@@H](NC(C)=O)CS)=O L-N-acetylcysteine methylester